ClC1=C(C=C(C(=C1)SCC(=O)OC)[N+](=O)[O-])C1COCCCN1C(=O)OC(C)(C)C tert-Butyl 3-[2-chloro-4-(2-methoxy-2-oxo-ethyl)sulfanyl-5-nitro-phenyl]-1,4-oxazepane-4-carboxylate